ClC=1N(C(C2=C(N1)CN([C@@H](C2)C)C(C2=CC(=C(C=C2)Cl)C(F)(F)F)=O)=O)CC2CC(C2)C(=O)NC (R)-3-((2-chloro-7-(4-chloro-3-(trifluoromethyl)benzoyl)-6-methyl-4-oxo-5,6,7,8-tetrahydropyrido[3,4-d]pyrimidin-3(4H)-yl)methyl)-N-methylcyclobutanecarboxamide